C1(=CC=C(C=C1)NC(\C=C\C1=C(C=CC(=C1)O)O)=O)NC(\C=C\C1=C(C=CC(=C1)O)O)=O (2E,2'E)-N,N'-(1,4-phenylene)bis(3-(2,5-dihydroxyphenyl)acrylamide)